BrCC1=C(C(OC2=CC(=CC(=C12)OC)O)=O)C 4-(bromomethyl)-7-hydroxy-5-methoxy-3-methyl-2H-chromen-2-one